P12(=S)OCN(CO2)CO1 nitrilotrimethylene thiophosphate